O1CCC(CC1)N1CCC(CC1)O 1-(tetrahydro-2H-pyran-4-yl)piperidin-4-ol